tri(ethyl caproate) (2-ethyl caproate) C(C)C(C(=O)O)CCCC.C(C)C(C(=O)O)CCCC.C(C)C(C(=O)O)CCCC.C(C)C(C(=O)O)CCCC